OC=1C=C(C=CC1OC)C=1OC2=C(C(C1)=O)C=CC=C2 2-(3-hydroxy-4-methoxyphenyl)-4H-1-benzopyran-4-one